ClC1=C(N=C(NC1=O)C1=CC(=NC=C1)F)N1C2(CC2)CNCC1 5-chloro-4-(4,7-diazaspiro[2.5]octan-4-yl)-2-(2-fluoro-4-pyridinyl)-1H-pyrimidin-6-one